C(C)(C)(C)OC(=O)N1CCC(CC1)C1=C(C(=CC=C1)C=1OC(N(N1)CC1=NC=C(C=C1)C=1OC(=NN1)C(F)F)=O)F 4-[3-[4-[[5-[5-(difluoromethyl)-1,3,4-oxadiazol-2-yl]-2-pyridinyl]methyl]-5-oxo-1,3,4-oxadiazol-2-yl]-2-fluoro-phenyl]piperidine-1-carboxylic acid tert-butyl ester